OC(CNC(C1=C(C(C(=O)NCC(CO)O)=C(C(=C1I)N(C(C)=O)CC(CO)O)I)I)=O)CO N1,N3-bis(2,3-dihydroxypropyl)-5-(N-(2,3-dihydroxypropyl)acetamido)-2,4,6-triiodoisophthalamide